F[C@@]1([C@@H]([C@@H](N(C1=O)C=1C=C2C=NN(C2=CC1)C1=CC=C(C=C1)F)C1=CC=CC=C1)C1(CC1)C(=O)N)C ((2R,3R,4R)-4-fluoro-1-(1-(4-fluorophenyl)-1H-indazol-5-yl)-4-methyl-5-oxo-2-phenylpyrrolidin-3-yl)cyclopropanecarboxamide